FC(C)(F)C1=NC(=CC(=N1)NC1=CC(=NC=C1OC)NC(C)=O)C=1C=NC=C(C1)OC N-(4-((2-(1,1-difluoroethyl)-6-(5-methoxypyridin-3-yl)pyrimidin-4-yl)amino)-5-methoxypyridin-2-yl)acetamide